O(C1=CC=CC=C1)CC(=O)N1CC2N(C(C3=C(NC2=O)C=CC(=C3)C3=CC(=CC=C3)OC(F)(F)F)=O)CC1 2-(2-phenoxyacetyl)-8-(3-(trifluoromethoxy)phenyl)-1,3,4,12a-tetrahydrobenzo[e]pyrazino[1,2-a][1,4]diazepine-6,12(2H,11H)-dione